ClC1=CC(=C(C=C1)C1=CC=CC=C1)C=O 4'-chloro-2'-formyl-[1,1'-biphenyl]